CC1=NOC=C1C=1OC(CN1)=O 2-(3-methylisoxazol-4-yl)-4H-oxazol-5-one